2-(4-(1-((2S,6R)-2,6-dimethylmorpholino)ethyl)piperidin-1-yl)-3-fluoroaniline C[C@@H]1O[C@@H](CN(C1)C(C)C1CCN(CC1)C1=C(N)C=CC=C1F)C